Ethyl 3-((2-(4-(difluoromethyl)-1-tosylpiperidin-2-yl)benzyl)amino)-1H-pyrrole-2-carboxylate FC(C1CC(N(CC1)S(=O)(=O)C1=CC=C(C)C=C1)C1=C(CNC2=C(NC=C2)C(=O)OCC)C=CC=C1)F